COC1=C(C=C(C=C1)I)OC 1,2-dimethoxy-4-iodobenzene